COC(=O)C1(CN(C1)C(=O)OC(C)(C)C)CCC1=CC=CC=C1 3-phenethylazetidine-1,3-dicarboxylic acid 1-tert-butyl ester 3-methyl ester